C(C(C)(C)C)(=O)OC1=C(C(=C(C(=C1)C)O[Si](C)(C)C(C)(C)C)C)C 4-((t-Butyldimethylsilyl)oxy)-2,3,5-trimethylphenyl pivalate